C1(=CC=CC=C1)N1CCC(CC1)CO (1-Phenylpiperidin-4-yl)methanol